tert-butyl (1R,5R,6S)-6-hydroxy-3,8-diazabicyclo[3.2.1]octane-8-carboxylate O[C@@H]1[C@H]2CNC[C@@H](C1)N2C(=O)OC(C)(C)C